[Br-].C(CCC)[N+](CCO)(CCCC)CCCC tributyl-(2-hydroxyethyl)ammonium bromide